ClC=1C(=NC=CC1)C1=NSC(=C1C(F)(F)F)C(=O)O 3-(3-chloropyridin-2-yl)-4-(trifluoromethyl)isothiazole-5-carboxylic acid